2-(6-Chloro-4-fluoropyridin-3-yl)-5-(methylsulfonyl)pyrazine ClC1=CC(=C(C=N1)C1=NC=C(N=C1)S(=O)(=O)C)F